BrC=1C(=[N+](C=CC1[N+](=O)[O-])[O-])C 3-bromo-2-methyl-4-nitropyridine 1-oxide